OCCCCN(CCCCO)CCCCO tri(4-hydroxybutyl)amine